2-Methyl-4,4,5,5-tetramethyl-1,3,2-dioxaphospholan-2-one CP1(OC(C(O1)(C)C)(C)C)=O